(R)-N-(1-(3-amino-5-(trifluoromethyl)phenyl)ethyl)-2-chloro-6-(4-ethylpiperazin-1-yl)-7-methylpyrido[2,3-d]pyrimidin-4-amine NC=1C=C(C=C(C1)C(F)(F)F)[C@@H](C)NC=1C2=C(N=C(N1)Cl)N=C(C(=C2)N2CCN(CC2)CC)C